3-(2-methyl-4-oxo-5,6-dihydro-2H-2,6-methanobenzo[g][1,3,5]oxadiazocin-3(4H)-yl)-N-(4-(trifluoromethyl)benzyl)benzamide CC12OC3=C(C(NC(N1C=1C=C(C(=O)NCC4=CC=C(C=C4)C(F)(F)F)C=CC1)=O)C2)C=CC=C3